FC=1C=C(C=C(C1)F)C1CC=NN1C(=O)C12CC(C1)(C2)CN2N=CC1=C(C=CC=C21)F (5-(3,5-Difluorophenyl)-4,5-dihydro-1H-pyrazol-1-yl)(3-((4-fluoro-1H-indazol-1-yl)methyl)bicyclo[1.1.1]pent-1-yl)methanone